((8-chloro-[1,2,4]triazolo[4,3-a]quinazolin-5-yl)(methyl)amino)-[1,1'-biphenyl]-4-carboxylic acid ClC1=CC=C2C(=NC=3N(C2=C1)C=NN3)N(C)C3=C(C=CC(=C3)C(=O)O)C3=CC=CC=C3